2-(4-Fluorophenyl)-1-(thiophen-2-yl)-2,11-dihydroimidazo[1',5':1,2]pyrido[3,4-b]indol-4-ium chloride [Cl-].FC1=CC=C(C=C1)N1C=[N+]2C(C=3NC4=CC=CC=C4C3C=C2)=C1C=1SC=CC1